(3R)-3-amino-5-[(4-chlorophenyl)methyl]-7-[5-(3,3-difluorocyclohexyl)-1,3,4-oxadiazol-2-yl]-8-fluoro-1,1-dioxo-2,3-dihydro-1λ6,5-benzothiazepin-4-one N[C@H]1CS(C2=C(N(C1=O)CC1=CC=C(C=C1)Cl)C=C(C(=C2)F)C=2OC(=NN2)C2CC(CCC2)(F)F)(=O)=O